tetrahydro-3-methylthiophene-1,1-dioxide CC1CS(CC1)(=O)=O